C1(CCC1)OC=1C=2N(C=NC1C=1C=NNC1)N=C(N2)N[C@@H]2[C@@H](CN(CC2)S(=O)(=O)C2CC(C2)C=O)C 3-(((3R,4S)-4-((8-cyclobutoxy-7-(1H-pyrazol-4-yl)-[1,2,4]triazolo[1,5-c]pyrimidin-2-yl)amino)-3-methylpiperidin-1-yl)sulfonyl)cyclobutane-1-carbaldehyde